CC1=NN2C(N=CC(=C2C(=O)OC[C@H]2N(CCC2)C2C[C@@H]3[C@@H](CNC3)C2)OC2=CC(=CC=C2)C2CC2)=C1Cl ((2S)-1-((3aR,6aS)-octahydrocyclopenta[c]pyrrol-5-yl)pyrrolidin-2-yl)methanol methyl-3-chloro-6-(3-cyclopropylphenoxy)pyrazolo[1,5-a]pyrimidine-7-carboxylate